C(#N)CN1CCN(CC1)C1=CC(=C(C=N1)NC1=NC=C(C(=N1)NC=1C(=NC2=CC=CC=C2C1)C(=O)N)F)OC 3-(2-{6-[4-(cyanomethyl)-1-piperazinyl]-4-methoxy-3-pyridylamino}-5-fluoro-4-pyrimidinylamino)-2-quinolinecarboxamide